N2-(3-(3-(cyclopropyl(methyl)amino)propoxy)-4-methoxyphenyl)-N4,6-dimethylpyrimidine-2,4-diamine C1(CC1)N(CCCOC=1C=C(C=CC1OC)NC1=NC(=CC(=N1)NC)C)C